2,2-Bis-(4-aminocyclohexyl)propane NC1CCC(CC1)C(C)(C)C1CCC(CC1)N